4-(((5aR,5bS,7aS,8S,10aS,10bR)-8-acetoxy-5a,7a-dimethyl-5,5a,5b,6,7,7a,8,9,10,10a,10b,11-dodecahydro-4H-cyclopenta[7,8]phenanthro[2,1-d]thiazol-2-yl)amino)benzoic acid C(C)(=O)O[C@H]1CC[C@@H]2[C@@]1(CC[C@@H]1[C@]3(CCC=4N=C(SC4C3=CC[C@@H]21)NC2=CC=C(C(=O)O)C=C2)C)C